C(C(C)(C)C)(=O)OCCCCCCCC(C)C ISODECYL NEOPENTANOATE